BrC=1C=CC2=C(N(C(CC(=C2)C(=O)OC)=O)CC2=CC=C(C=C2)OC([2H])([2H])[2H])C1 methyl 8-bromo-1-(4-(methoxy-d3) benzyl)-2-oxo-2,3-dihydro-1H-benzo[b]azepine-4-carboxylate